FC=1C=C(C=C(C1)C(F)(F)F)NC(=O)C1=CSC=2CN(CCC21)CC=2C=NC=NC2 N-(3-fluoro-5-(trifluoromethyl)phenyl)-6-(pyrimidin-5-ylmethyl)-4,5,6,7-tetrahydrothieno[2,3-c]pyridine-3-carboxamide